4-[5-(2-amino-1-hydroxy-2-methylpropyl)pyridin-2-yl]-3-(2-methyl-5-phenylpyrazol-3-yl)oxybenzonitrile NC(C(O)C=1C=CC(=NC1)C1=C(C=C(C#N)C=C1)OC=1N(N=C(C1)C1=CC=CC=C1)C)(C)C